4-(3,5-dichlorophenyl)-5-phenyl-2-(3-thienyl)imidazole ClC=1C=C(C=C(C1)Cl)C=1N=C(NC1C1=CC=CC=C1)C1=CSC=C1